FC1=CC(=C(C=C1)N1N=CC=2C1=NC(=NC2O)N2[C@@H](CCC2)C(=O)OC)OCCO methyl (2S)-1-[1-[4-fluoro-2-(2-hydroxyethoxy) phenyl]-4-hydroxy-pyrazolo[3,4-d]pyrimidin-6-yl]pyrrolidine-2-carboxylate